C(#N)C1(CC1)C=1C=C(C(=NC1)NC(OC(C)(C)C)=O)S(=O)(=O)CC tert-butyl N-[5-(1-cyanocyclopropyl)-3-ethylsulfonyl-2-pyridyl]carbamate